FCC=1[C@@H]([C@@H]([C@H]([C@@H](C1)NCC1CCC(CC1)O)O)O)O (1S,2S,3S,6R)-4-(fluoromethyl)-6-(((4-hydroxycyclohexyl)methyl)amino)cyclohex-4-ene-1,2,3-triol